C(C)OC(=O)C=1NC2=C(C=CC(=C2C1)NC1=CC(=C(C=C1)OC(F)(F)F)Cl)F.FC=1C=C(C=C(C1)C(F)(F)F)B(O)O 3-Fluoro-5-(trifluoromethyl)benzeneboronic acid Ethyl-4-((3-chloro-4-trifluoromethoxyphenyl)amino)-7-fluoro-1H-indole-2-carboxylate